(R)-1-(4-((4-((S)-2-acetoxy-3-(ethylsulfonyl)propoxy)-3-chlorophenyl)sulfonyl)-2-chlorophenoxy)-3-chloropropan-2-yl acetate C(C)(=O)O[C@H](COC1=C(C=C(C=C1)S(=O)(=O)C1=CC(=C(C=C1)OC[C@@H](CS(=O)(=O)CC)OC(C)=O)Cl)Cl)CCl